C(C)(C)(C)OC(=O)N1CCN(CC1)C1=CC=C(C=C1)NCCCCCCSC1=CC=NC2=CC(=CC=C12)C1CC1 4-(4-((6-((7-Cyclopropylquinolin-4-yl)thio)hexyl)amino)phenyl)piperazine-1-carboxylic acid tert-butyl ester